(1-(2-(2,6-dioxopiperidin-3-yl)-1,3-dioxoisoindolin-5-yl)azetidin-3-yl)methyl methanesulfonate CS(=O)(=O)OCC1CN(C1)C=1C=C2C(N(C(C2=CC1)=O)C1C(NC(CC1)=O)=O)=O